[N+](=[N-])=CC(CC[C@@H](C(=O)OC(C)C)NC(CCCCC)=O)=O isopropyl (S)-6-diazo-2-hexanamido-5-oxohexanoate